bis(2,3,5-trimethylbenzoyl) peroxide CC1=C(C(=O)OOC(C2=C(C(=CC(=C2)C)C)C)=O)C=C(C=C1C)C